C(C)OC(/C=C/C1CC2(CN(C2)C(=O)OC(C)(C)C)C1)=O tert-butyl 6-[(E)-3-ethoxy-3-oxo-prop-1-enyl]-2-azaspiro[3.3]heptane-2-carboxylate